(1R,3S)-3-(3-(3-(3-ethynyl-2-formylphenyl)-1-methyl-1H-pyrazole-5-carboxamido)-1H-pyrazol-5-yl)cyclopentyl isopropylcarbamate C(C)(C)NC(O[C@H]1C[C@H](CC1)C1=CC(=NN1)NC(=O)C1=CC(=NN1C)C1=C(C(=CC=C1)C#C)C=O)=O